4-cyclopropyl-N-[(5-methyl-1,2,4-Oxadiazol-3-yl)(3-methyloxetan-3-yl)methyl]-3-(2,2,2-trifluoroethoxy)benzamide C1(CC1)C1=C(C=C(C(=O)NC(C2(COC2)C)C2=NOC(=N2)C)C=C1)OCC(F)(F)F